6-methyl-N-(5-methyl-1H-pyrazol-3-yl)-2-(piperazin-1-yl)pyrimidin-4-amine trifluoroacetate FC(C(=O)O)(F)F.CC1=CC(=NC(=N1)N1CCNCC1)NC1=NNC(=C1)C